6-(Cyclopropanecarboxamido)-4-((2-(difluoromethoxy)-3-(1-methyl-1H-pyrazol-4-yl)phenyl)amino)-N-methoxynicotinamide C1(CC1)C(=O)NC1=NC=C(C(=O)NOC)C(=C1)NC1=C(C(=CC=C1)C=1C=NN(C1)C)OC(F)F